3-(4-(5-Aminopent-1-yn-1-yl)-3-methyl-2-oxo-2,3-dihydro-1H-benzo[d]imidazol-1-yl)piperidine-2,6-dione NCCCC#CC1=CC=CC=2N(C(N(C21)C)=O)C2C(NC(CC2)=O)=O